CCCCCCCCCCCCCCCC(=O)OC[C@H](COP(=O)(O)O[C@@H]1[C@@H]([C@@H]([C@H]([C@@H]([C@H]1O)OP(=O)(O)O)OP(=O)(O)O)O)O)OC(=O)CCCCCCCCCCCCCCC The molecule is a 1-phosphatidyl-1D-myo-inositol 4,5-bisphosphate in which the phosphatidyl acyl groups at positions 1 and 2 are both specified as hexadecanoyl (palmitoyl). It derives from a hexadecanoic acid. It is a conjugate acid of a 1,2-dihexadecanoyl-sn-glycero-3-phospho-(1D-myo-inositol-4,5-bisphosphate)(5-).